NC1=CC=CC2=C1N(C(S2)=O)C(F)F amino-3-(difluoromethyl)benzo[d]thiazol-2(3H)-one